4-hydroxy-1-methyl-8-(3-nitrophenyl)pyrido[2,3-d]pyridazine-2,5-dione OC=1CC(N(C2=C(N=NC(C21)=O)C2=CC(=CC=C2)[N+](=O)[O-])C)=O